(R)-ethyl 2-(2-((5-(1-aminoisoquinolin-5-yl)-1-(tetrahydrofuran-3-yl)-1H-indazol-3-yl)methoxy)phenyl)acetate NC1=NC=CC2=C(C=CC=C12)C=1C=C2C(=NN(C2=CC1)[C@H]1COCC1)COC1=C(C=CC=C1)CC(=O)OCC